5-((5-(5-(trifluoromethoxy)pyridin-2-yl)oxazol-2-yl)amino)pyridinecarbonitrile FC(OC=1C=CC(=NC1)C1=CN=C(O1)NC=1C=CC(=NC1)C#N)(F)F